O=C1NC(CCC1N1C(C2=CC=CC(=C2C1)CN1CCC(CC1)N1CCC(CC1)C(=O)O)=O)=O 1'-((2-(2,6-dioxopiperidin-3-yl)-1-oxoisoindolin-4-yl)methyl)-[1,4'-bipiperidine]-4-Formic acid